(R)-7-bromo-5-iodo-3-methyl-2,3-dihydrofuro[2,3-C]pyridine-3-carboxamide BrC=1N=C(C=C2C1OC[C@@]2(C(=O)N)C)I